Cl.N[C@@H](CC(=O)O)C(=O)N[C@H](C(=O)OCOC(=O)OC(C)C)CC1=CC=CC=C1 (S)-3-amino-4-(((S)-1-(((isopropoxycarbonyl)oxy)methoxy)-1-oxo-3-phenylpropane-2-yl)amino)-4-oxobutyrate hydrochloride